C1(CC1)C1=NNC2=NC=CC(=C21)C2=CC=C(C=C2)NC(C)=O N-[4-(3-cyclopropyl-1H-pyrazolo[3,4-b]pyridin-4-yl)phenyl]acetamide